2-(3,6-dihydro-2H-pyran-4-yl)-5-ethyl-7-oxo-[1,2,4]triazolo[1,5-a]pyrimidin O1CCC(=CC1)C=1NN2C(=NC(=CC2=O)CC)N1